N-(6-Aminohexyl)-3-aminopropyl-triethoxysilan NCCCCCCNCCC[Si](OCC)(OCC)OCC